CC1(C2=CC=CC=C2C=2C=CC(=CC12)N(C1=CC=C(C=C1)C1=CC(=CC(=C1)C1=CC=C(C=C1)N(C1=CC=2C(C3=CC=CC=C3C2C=C1)(C)C)C1=CC=2C(C3=CC=CC=C3C2C=C1)(C)C)C1=CC=C(C=C1)N(C1=CC=2C(C3=CC=CC=C3C2C=C1)(C)C)C1=CC=2C(C3=CC=CC=C3C2C=C1)(C)C)C1=CC=2C(C3=CC=CC=C3C2C=C1)(C)C)C 1,3,5-tris{4-[bis(9,9-dimethyl-fluoren-2-yl)amino]phenyl}benzene